ClC1=C(C=CC2=C1C(=N[C@H](C=1N2C(=C(N1)C(=O)NC[C@@H](C)O)C)C)C1=NC=CC=C1F)C(F)(F)F (4S)-7-chloro-6-(3-fluoro-2-pyridinyl)-N-[(2R)-2-hydroxypropyl]-1,4-dimethyl-8-(trifluoromethyl)-4H-imidazo[1,2-a][1,4]benzodiazepine-2-Carboxamide